(2S)-N-(6-(cyclopropylmethoxy)pyridazin-3-yl)-2-(4,4-difluoro-3-(1-(2-(methylsulfonyl)ethyl)-6-oxo-1,6-dihydropyridin-3-yl)piperidin-1-yl)propanamide C1(CC1)COC1=CC=C(N=N1)NC([C@H](C)N1CC(C(CC1)(F)F)C1=CN(C(C=C1)=O)CCS(=O)(=O)C)=O